5-(benzyloxy)-2-(1-(1,1a,3,7b-tetrahydro-2H-cyclopropa[c]isoquinolin-2-yl)ethyl)-4H-pyran-4-one C(C1=CC=CC=C1)OC=1C(C=C(OC1)C(C)N1CC=2C=CC=CC2C2C1C2)=O